tert-Butyl (2S,4R)-4-{[tert-butyl(dimethyl)silyl]oxy}-2-(hydroxymethyl)pyrrolidine-1-carboxylate Sodium borohydride [BH4-].[Na+].[Si](C)(C)(C(C)(C)C)O[C@@H]1C[C@H](N(C1)C(=O)OC(C)(C)C)CO